8-phenyl-N-(4-(piperazin-1-yl)phenyl)quinazolin-2-amine C1(=CC=CC=C1)C=1C=CC=C2C=NC(=NC12)NC1=CC=C(C=C1)N1CCNCC1